S(=O)(=O)(O)[O-].C(CCCCC)[N+](CCCCCC)(CCCCCC)CCCCCC Tetrahexyl-ammonium hydrogensulfate